Phosphate compound with 1,3,5-triazine N1=CN=CN=C1.P(=O)(O)(O)O